N-[(2S,3S)-1-(cyclobutanecarbonyl)-2-{[2-(3-fluorophenyl)-1,3-thiazol-4-yl]methyl}pyrrolidin-3-yl]-1-methoxycyclopropane-1-carboxamide C1(CCC1)C(=O)N1[C@H]([C@H](CC1)NC(=O)C1(CC1)OC)CC=1N=C(SC1)C1=CC(=CC=C1)F